OP(O)(=O)OP(=O)(O)O.C([C@@H](C(=O)O)N)SSC[C@@H](C(=O)O)N L-cystine diphosphate